acryloyloxy-2-hydroxyethylphthalate C(C=C)(=O)OC=1C(=C(C(C(=O)[O-])=CC1)C(=O)[O-])CCO